N'-(1-methyl-4-oxo-4,5-dihydro-1H-imidazol-2-yl)urea CN1C(=NC(C1)=O)NC(N)=O